N1(C=NC=C1)CCC[15N]=C(C1=CC=CC=C1)C1=CC=CC=C1 N-(3-(1H-imidazol-1-yl)propyl)-1,1-diphenylmethanimine-15N